ethyl (E)-3,4-dihydroxycinnamate OC=1C=C(/C=C/C(=O)OCC)C=CC1O